trimethyl-[2-(2-methylprop-2-enoyloxy)ethyl]azanium chloride [Cl-].C[N+](CCOC(C(=C)C)=O)(C)C